ClC=1C=C2C=CN=C(C2=CC1)NC=1C=NC(=NC1)Cl 6-chloro-N-(2-chloropyrimidin-5-yl)isoquinolin-1-amine